6'-(((1S,3S)-3-((3H-Imidazo[4,5-b]pyridin-2-yl)amino)cyclopentyl)amino)-3-methoxy-2H-[1,3'-bipyridin]-2-one N1=C(NC2=NC=CC=C21)N[C@@H]2C[C@H](CC2)NC2=CC=C(C=N2)N2C(C(=CC=C2)OC)=O